6-[2-(tert-Butoxy)-2-oxoethoxy]-1,2-dimethyl-1H-1,3-benzodiazole-4-carboxylic acid C(C)(C)(C)OC(COC=1C=C(C2=C(N(C(=N2)C)C)C1)C(=O)O)=O